n-butylaspartamid C(CCC)N[C@@H](CC(=O)N)C(=O)N